BrC=1C=CC(=C(C1)C(C(=O)N[C@@H](CC(=O)OCC)C=1C=C(C=C(C1F)C)C1=C(C=CC=C1C)O)N1C(C(=C(C=C1)C(F)(F)F)OC)=O)F ethyl (3S)-3-[2-(5-bromo-2-fluorophenyl)-2-[3-methoxy-2-oxo-4-(trifluoromethyl)pyridin-1-yl]acetamido]-3-{4-fluoro-2'-hydroxy-5,6'-dimethyl-[1,1'-biphenyl]-3-yl}propanoate